3-[(E)-3-(4-Acetamidophenyl)-3-oxoprop-1-enyl]benzoic acid C(C)(=O)NC1=CC=C(C=C1)C(/C=C/C=1C=C(C(=O)O)C=CC1)=O